BrCC=1C=C(C=CC1)C(C)(C)O 2-(3-(bromomethyl)phenyl)propan-2-ol